5-(2,2,2-trifluoroethyl)-5H-pyrido[4,3-b]indol FC(CN1C2=C(C=3C=CC=CC13)C=NC=C2)(F)F